ClC1=NC=C(C(=N1)C1=CC2=C(N(N=C2C=C1)C)C(C)C)F 5-(2-chloro-5-fluoro-pyrimidin-4-yl)-3-isopropyl-2-methylindazole